3-[[6-[6-(3-cyclopropyl-1,2,4-triazol-1-yl)-2-azaspiro[3.3]heptane-2-carbonyl]-2,6-diazaspiro[3.3]heptan-2-yl]sulfonyl]-4-fluoro-benzamide C1(CC1)C1=NN(C=N1)C1CC2(CN(C2)C(=O)N2CC3(CN(C3)S(=O)(=O)C=3C=C(C(=O)N)C=CC3F)C2)C1